C(C)C(CN)N 2-ethyl-ethylenediamine